(R)-1-isopropyl-3-methyl-8-(6-(1-(2-(pyrrolidin-1-yl)ethoxy)ethyl)pyridin-3-yl)-1,3-dihydro-2H-imidazo[4,5-c]cinnolin-2-one C(C)(C)N1C(N(C=2N=NC=3C=CC(=CC3C21)C=2C=NC(=CC2)[C@@H](C)OCCN2CCCC2)C)=O